OC1=C(C=NC2=C3C(=CC=C12)C=CC=C3)C(C(F)(F)F)=O 4-hydroxy-3-(2,2,2-trifluoroethan-1-on-1-yl)benzo[h]quinolin